3-[3-methyl-5-[(2S)-2-methylpiperazin-1-yl]-2-oxo-benzimidazol-1-yl]piperidine-2,6-dione CN1C(N(C2=C1C=C(C=C2)N2[C@H](CNCC2)C)C2C(NC(CC2)=O)=O)=O